BrC(C=O)(Br)Br 2,2,2-tribromoacetaldehyde